COC1=CC=C(NC)C=C1 4-Methoxy-N-methyl-aniline